FC=1C=CC2=C(C(=CO2)C=2C=C(SC2)C(C(=O)O)CC=O)C1 (4-(5-Fluorobenzofuran-3-yl)thiophen-2-yl)-4-oxobutanoic acid